tert-butyl N-[[3-[4-[(1-methyl-4-piperidyl)amino]-1-(2,2,2-trifluoroethyl)indol-6-yl]phenyl]methyl]carbamate CN1CCC(CC1)NC1=C2C=CN(C2=CC(=C1)C=1C=C(C=CC1)CNC(OC(C)(C)C)=O)CC(F)(F)F